4-(4-fluorophenyl)piperazine-2-carboxamide FC1=CC=C(C=C1)N1CC(NCC1)C(=O)N